C1(CCCCC1)[C@@H]1O[C@H](C2=CC(=CC=C2[C@H]1C1=CC=C(C=C1)N1CCC(CC1)C(OC)OC)O)C (1S-3S-4R)-3-cyclohexyl-4-(4-(4-(dimethoxymethyl)piperidin-1-yl)phenyl)-1-methylisochroman-7-ol